(R)-5-(4-((1-(3-(1,1-difluoro-2-hydroxyethyl)phenyl)ethyl)amino)-2,7-dimethyl-7H-pyrazolo[3,4-h]quinazolin-6-yl)pyridin-2(1H)-one FC(CO)(F)C=1C=C(C=CC1)[C@@H](C)NC1=NC(=NC2=C3C(=C(C=C12)C=1C=CC(NC1)=O)N(N=C3)C)C